C(C)(C)C1=CC(=CC(=N1)N1N=CC=2C(=NC(=CC21)C=2C=NC=C1C=CC=NC21)C)N2[C@@H]([C@H](C2)CS(=O)(=O)C)C 8-(1-(6-Isopropyl-4-((2R,3S)-2-methyl-3-((methylsulfonyl)methyl)azetidin-1-yl)pyridin-2-yl)-4-methyl-1H-pyrazolo[4,3-c]pyridin-6-yl)-1,6-naphthyridine